5-Amino-3-((1-((4-nitrophenyl)sulfonyl)piperidin-3-yl)methyl)-1,2,3-oxadiazol-3-ium chloride [Cl-].NC1=C[N+](=NO1)CC1CN(CCC1)S(=O)(=O)C1=CC=C(C=C1)[N+](=O)[O-]